C(#N)[C@@H](C)N1N=C(C(=C1)NC=O)OC(C)C (R)-N-(1-(1-cyanoethyl)-3-isopropoxy-1H-pyrazol-4-yl)carboxamide